diamino-2,2'-dimethylbiphenylAt NC=1C(C(C(=CC1)C1=C(C=CC=C1)C)(C(=O)[O-])C)N